ClC1=CC(=C(C(=C1)C)C=1C(NC2(CCC3(OCCO3)CC2)C1O)=O)C 11-(4-chloro-2,6-xylyl)-12-hydroxy-1,4-dioxa-9-azadispiro[4.2.4.2]tetradeca-11-en-10-one